(2-ethylhexyl)phosphonic mono-2-ethylhexyl ester C(C)C(COP(O)(=O)CC(CCCC)CC)CCCC